1,1,1-trifluorooctane FC(CCCCCCC)(F)F